racemic-pyran O1CC=CC=C1